FC(C1=CC=CC(=N1)OCC1=C(C=CC=C1)/C(/C(=O)OC)=C\OC)(F)F (E)-methyl 2-[2-(6-trifluoromethylpyridin-2-yloxymethyl) phenyl]-3-methoxyacrylate